6-(chlorodifluoromethyl)-2-(((1-methyl-1H-1,2,4-triazol-3-yl)methoxy)methyl)nicotinic acid ClC(C1=NC(=C(C(=O)O)C=C1)COCC1=NN(C=N1)C)(F)F